pentamethylcyclopentadienyl-(1-isopropyl-benz[f]indenyl)hafnium CC1=C(C(=C(C1([Hf]C=1CC=2C=C3C(=CC2C1C(C)C)C=CC=C3)C)C)C)C